ClC1=C(C2=C(C3=CC=CC=C3C(=C2C=C1)OCCC)OCCC)OC 2-chloro-9,10-dipropoxy-methyl-oxy-anthracene